FC1=CC=C2C(=NN(C2=C1)C(C)C)C(=O)N1CCC(CC1)C1=C(C=CC=C1)C(F)(F)F (6-fluoro-1-isopropyl-1H-indazol-3-yl)(4-(2-(trifluoro-methyl)phenyl)piperidin-1-yl)methanone